8-bromo-2,6-dichloro-quinoline-4-carbonitrile BrC=1C=C(C=C2C(=CC(=NC12)Cl)C#N)Cl